NCCN1C(C2=CC=CC=C2C1=O)=O 2-(2-aminoethyl)isoindoline-1,3-dione